NC1=C(C=CC=C1)C(C)=NO o-aminoacetophenone oxime